fluoro-benzene-carbohydrazide FC1=C(C=CC=C1)C(=O)NN